3-(6-chloropyrazin-3-yl)-2,3,4,5-tetrahydro-1H-benzo[d]azepine-7,8-diamine ClC1=CN=C(C=N1)N1CCC2=C(CC1)C=C(C(=C2)N)N